BrC1=CC2=C(NC(O2)=O)C=C1C 6-bromo-5-methylbenzo[d]oxazol-2(3H)-one